4-bromo-2-{[3,3-difluorobut-2-yl]oxy}-5-fluorobenzoic acid BrC1=CC(=C(C(=O)O)C=C1F)OC(C)C(C)(F)F